N-(carboxymethyl)-N-(phosphonomethyl)glycine C(=O)(O)CN(CC(=O)O)CP(=O)(O)O